3-(5-amino-2-(pyridin-2-ylamino)-8-(pyrimidin-4-yl)-[1,2,4]triazolo[1,5-c]pyrimidin-7-yl)benzonitrile NC1=NC(=C(C=2N1N=C(N2)NC2=NC=CC=C2)C2=NC=NC=C2)C=2C=C(C#N)C=CC2